C(C)(C)(C)OC(=O)N1N=CC2=NC(=CC=C21)S(=O)(=O)Cl.C(CCCCCCC)C(C(=O)[O-])(CCCCCCCC)CCCCCCCC.C(CCCCCCC)[Sn+2]CCCCCCCC.C(CCCCCCC)C(C(=O)[O-])(CCCCCCCC)CCCCCCCC dioctyltin dioctyl-decanoate tert-butyl-5-(chlorosulfonyl)-1H-pyrazolo[4,3-b]pyridine-1-carboxylate